t-1-[4-(2-oxoethylcarbamoyl)pyrimidin-2-yl]piperidine-4-carboxylate O=CCNC(=O)C1=NC(=NC=C1)N1CCC(CC1)C(=O)[O-]